N(=[N+]=[N-])[C@@](COC)(C)C1=CN=C(C2=CN=C(C=C12)Cl)O (S)-4-(2-azido-1-methoxypropan-2-yl)-6-chloro-2,7-naphthyridin-1-ol